methyl 2-((4-((6-((4-chloro-2-fluorophenoxy) methyl) pyridin-2-yl) oxy) piperidin-1-yl) methyl)-1-methyl-1H-benzo[d]imidazole-6-carboxylate ClC1=CC(=C(OCC2=CC=CC(=N2)OC2CCN(CC2)CC2=NC3=C(N2C)C=C(C=C3)C(=O)OC)C=C1)F